BrC(C(=O)O)[C@@H](CC)C (3R)-2-bromo-3-methylpentanoic acid